C[C@H]1N(CCOC1)C=1C2=C(N=C(N1)C1=C3C(=NC=C1)NC=C3)C(=CS2)C2=NC=CC=C2 (R)-3-methyl-4-(7-(pyridin-2-yl)-2-(1H-pyrrolo[2,3-b]pyridin-4-yl)thieno[3,2-d]pyrimidin-4-yl)morpholine